2-amino-4-(2-methoxyanilino)-6-methylaminopyrimidine NC1=NC(=CC(=N1)NC1=C(C=CC=C1)OC)NC